C(#N)CN1C=[N+](C=C1)C 1-(cyanomethyl)-3-methylimidazolium